tetraphenoxyperylene methylene-3-(3',5'-di-t-butyl-4'-hydroxyphenyl)propionate C=C(C(=O)O)CC1=CC(=C(C(=C1)C(C)(C)C)O)C(C)(C)C.O(C1=CC=CC=C1)C=1C2=C(C(=C(C=3C=4C=CC=C5C=CC=C(C(=CC1)C23)C54)OC5=CC=CC=C5)OC5=CC=CC=C5)OC5=CC=CC=C5